C(C)OC(C(=O)[O-])(CC(=O)[O-])CC1=CC(=C(C(=C1)OCCCCCCCCCCCCCCCCCC)OCCCCCCCCCCCCCCCCCC)OCCCCCCCCCCCCCCCCCC ethyloxy-[3,4,5-tris(octadecyloxy)benzyl]succinate